benzyl (2-(2-chloro-6-(4-fluorophenyl)pyridin-4-yl)-1-fluoropropan-2-yl)carbamate ClC1=NC(=CC(=C1)C(CF)(C)NC(OCC1=CC=CC=C1)=O)C1=CC=C(C=C1)F